CC(C=O)CC 2-Methylbutaldehyde